NC1=NC=NC=2N(C3=CC=C(C=C3C21)Br)CC(=O)OC(C)(C)C tert-butyl 2-(4-amino-6-bromo-9H-pyrimido[4,5-b]indol-9-yl)acetate